C1(CCC1)OC1=CC=C(CNC(N(CC2CN(CC2)CCF)CC2=CC=C(C=C2)F)=O)C=C1 3-(4-Cyclobutoxybenzyl)-1-(4-fluorobenzyl)-1-((1-(2-fluoroethyl)pyrrolidin-3-yl)methyl)urea